[I-].C(=O)(O)CCC[N+]1(CCC(CC1)(C)C(=O)OCC)C 1-(3-carboxypropyl)-4-(ethoxycarbonyl)-1,4-dimethylpiperidin-1-ium iodide